O=C1N(C(CC1)=O)OC(CN1CCN(CCN(CCN(CC1)CC(=O)O)CC(=O)O)CC(=O)O)=O 2,2',2''-(10-{2-[(2,5-dioxopyrrolidin-1-yl)oxy]-2-oxoethyl}-1,4,7,10-tetraazacyclododecane-1,4,7-triyl)triethanoic acid